C1(CCC1)CN(C(OC(C)(C)C)=O)CC=1NC2=CC(=CC=C2C1)CN1C(C2=CN=CC(=C2C=C1)OC1CC2(COC2)C1)=O tert-butyl N-(cyclobutylmethyl)-N-[[6-[[5-(2-oxaspiro[3.3]heptan-6-yloxy)-1-oxo-2,7-naphthyridin-2-yl]methyl]-1H-indol-2-yl]methyl]carbamate